(S)-5-fluoro-4-(2-(2-hydroxypropan-2-yl)-1-methyl-1H-imidazol-4-yl)-2-((1,1,1-trifluoropropan-2-yl)oxy)benzoic acid FC=1C(=CC(=C(C(=O)O)C1)O[C@H](C(F)(F)F)C)C=1N=C(N(C1)C)C(C)(C)O